N[C@@H]1CC[C@H](CC1)CCO 2-(trans-4-aminocyclohexyl)ethan-1-ol